(2R)-N-((S)-(3-chloro-2,4-difluorophenyl)(trans-4-(trifluoromethyl)cyclohexyl)-methyl)-2-methyl-3-oxopiperazine-1-carboxamide ClC=1C(=C(C=CC1F)[C@@H](NC(=O)N1[C@@H](C(NCC1)=O)C)[C@@H]1CC[C@H](CC1)C(F)(F)F)F